C(C)(C)(C)OC(=O)N1[C@@H](C[C@@H](C1)F)C(=O)O (2S,4S)-1-(tert-butoxycarbonyl)-4-fluoropyrrolidin-2-carboxylic acid